C(C)(C)(C)OC=1C(=C(C(=CC1)OC)C1=C(C=CC=C1C(C)C)C(C)C)P(C1CCCCC1)C1CCCCC1 (3-(tert-butoxy)-2',6'-diisopropyl-6-methoxy[1,1'-biphenyl]-2-yl)dicyclohexylphosphine